CN1C=C(C2=CC=CC=C12)[C@@H](CNS(=O)(=O)C1=CC=C2C=CNC2=C1)N1C[C@H](CC1)C1=CC=CC=C1 N-((S)-2-(1-methyl-1H-indol-3-yl)-2-((R)-3-phenylpyrrolidin-1-yl)ethyl)-1H-indole-6-sulfonamide